C(C)S(=O)(=O)C1=C(N=C2N1C=CC(=C2)C2(CC2)C#N)C=2OC1=C(N2)C=C(C=C1)S(=O)C(F)(F)F 1-[3-(ethylsulfonyl)-2-{5-[(trifluoromethyl)sulfinyl]-1,3-benzoxazol-2-yl}imidazo[1,2-a]pyridin-7-yl]cyclopropanecarbonitrile